NC=1C(=CC(=NC1)F)OC[C@H](NC(=O)OC(C)(C)C)C(=O)O O-(5-amino-2-fluoropyridin-4-yl)-N-(tert-butoxycarbonyl)-L-serine